CCOC(=O)[C@@H]1C[C@H]2CCN1C2 (1R,2S,4R)-ethyl 1-azabicyclo[2.2.1]heptane-2-carboxylate